4-amino-N-(pyridin-2-yl)benzamide C1=CC=NC(=C1)NC(=O)C2=CC=C(C=C2)N